6,7-dihydro-5H-pyrrolo[3,4-b]pyrazine hydrochloride Cl.N1=C2C(=NC=C1)CNC2